COCCNC1=C(C=C(C=C1)C=1[C@@H](NC(NN1)=O)C)C(F)(F)F (5S)-6-{4-[(2-methoxyethyl)amino]-3-(trifluoromethyl)phenyl}-5-methyl-4,5-dihydro-1,2,4-triazin-3(2H)-one